Cl.C(C#CC)N1N=C(C(=C1)C1=CN=C(N1C)C(=O)NC1=CC(=C(C=C1)C(=O)N1CCN(CC1)C(=O)C1CCNCC1)Cl)C(F)(F)F 5-(1-(but-2-yn-1-yl)-3-(trifluoromethyl)-1H-pyrazol-4-yl)-N-(3-chloro-4-(4-(piperidine-4-carbonyl)piperazine-1-carbonyl)phenyl)-1-methyl-1H-imidazole-2-carboxamide hydrochloride